COCCNC(C1=CC=CC=C1)=O N-(2-methoxyethyl)benzamid